FC(C1=CC=C(C=C1)C1=CC=C(C=C1)C(F)(F)F)(F)F 4,4'-bis(trifluoromethyl)-[1,1'-biphenyl]